ethyl 2-propanoylpyrazole-3-carboxylate C(CC)(=O)N1N=CC=C1C(=O)OCC